3,5-dichloro-N-(4-fluoro-2-(3-(methylamino)pyrrolidin-1-yl)-5-(2-morpholinopyrimidin-5-yl)phenyl)benzamide TFA salt OC(=O)C(F)(F)F.ClC=1C=C(C(=O)NC2=C(C=C(C(=C2)C=2C=NC(=NC2)N2CCOCC2)F)N2CC(CC2)NC)C=C(C1)Cl